(S)-6-methoxy-alpha-methyl-2-naphthylacetic acid COC=1C=C2C=CC(=CC2=CC1)[C@@H](C(=O)O)C